C(C)(=O)C1=C2C(C(=C(OC2=CC=C1C)N1CCC(CC1)(C)C)C)=O acetyl-2-(4,4-dimethyl-1-piperidinyl)-3,6-dimethyl-chromen-4-one